tert-butyl (3-(3-(cis-3-(trifluoromethoxy)cyclobutyl)-1,2,4-oxadiazol-5-yl)bicyclo[1.1.1]pentan-1-yl)carbamate FC(O[C@H]1C[C@H](C1)C1=NOC(=N1)C12CC(C1)(C2)NC(OC(C)(C)C)=O)(F)F